ClC=1C=C(C=CC1F)C(O)(C=1NC(=CN1)SCC1=CC=C(C=C1)OC)C1=CC(=C(C=C1)F)Cl bis(3-chloro-4-fluorophenyl)(5-{[(4-methoxyphenyl)methyl]sulfanyl}-1H-imidazol-2-yl)methanol